N(C#N)[S@@](=NC(CC1=C(C=C(C=C1C(C)C)C#N)C(C)C)=O)(=O)C=1SC(=C(N1)CO)C(C)(C)O (R)-N-(cyanamido(4-(hydroxymethyl)-5-(2-hydroxypropan-2-yl)thiazol-2-yl)(oxo)-λ6-sulfaneylidene)-2-(4-cyano-2,6-diisopropylphenyl)acetamide